ethyl 4-chloro-2-(perfluoroethyl)imidazo[1,2-a][1,8]naphthyridine-8-carboxylate ClC=1C=2C=CC=3N(C2N=C(C1)C(C(F)(F)F)(F)F)C=C(N3)C(=O)OCC